6-(4-(3,6-diazabicyclo[3.2.2]nonan-3-yl)-6-chloro-8-fluoro-2-(((S)-1-methylpyrrolidin-2-yl)methoxy)quinazolin-7-yl)-4-methyl-5-(trifluoromethyl)pyridin-2-amine C12CN(CC(NC1)CC2)C2=NC(=NC1=C(C(=C(C=C21)Cl)C2=C(C(=CC(=N2)N)C)C(F)(F)F)F)OC[C@H]2N(CCC2)C